CC=1N=C(NC1C)C1=NC=CC(=C1)C=1C=NC=C(C1)C(=O)N1CCN(CCC1)C 2'-(4,5-Dimethyl-1H-imidazol-2-yl)-5-[(4-methyl-1,4-diazepan-1-yl)carbonyl]-3,4'-bipyridine